C1=C(C=CC2=CC=CC=C12)N[C@@H](CCCNC(N)=N)C(=O)O (2-naphthyl)-arginine